5-chloro-2-hydroxybenzoic acid ClC=1C=CC(=C(C(=O)O)C1)O